COC=1C(N(N=CC1)C=1C=NC(=CC1)N[C@@H]1C[C@H](CC1)NC1=NC=C(N=C1)C)=O 4-Methoxy-2-(6-(((1S,3S)-3-((5-methylpyrazin-2-yl)amino)cyclopentyl)amino)pyridin-3-yl)pyridazin-3(2H)-one